C(C1=CC=2OCOC2C=C1)#N Piperonylnitrile